1-Pentanthiol C(CCCC)S